(S)-2-((tert-butoxycarbonyl)amino)-4-(4-(4-methoxybenzyl)-5-oxo-4,5-dihydro-1H-1,2,4-triazol-1-yl)butanoic acid C(C)(C)(C)OC(=O)N[C@H](C(=O)O)CCN1N=CN(C1=O)CC1=CC=C(C=C1)OC